F[C@H]1SC2=C(C=NC1)C=CC=C2 (S)-2-fluoro-2,3-dihydrobenzo[f][1,4]thiazepine